ethyl 2-((1s,4s)-4-(benzyloxy)cyclohexyl)acetate C(C1=CC=CC=C1)OC1CCC(CC1)CC(=O)OCC